(S)-7-((3-bromo-6-fluoro-1-methyl-4-carbonyl-1,4-dihydroquinolin-2-yl)methyl)-4-ethyl-4-hydroxy-1,7-dihydro-3H-pyrano[3,4-c]pyridine-3,8(4H)-dione BrC1=C(N(C2=CC=C(C=C2C1=C=O)F)C)CN1C(C2=C(C=C1)[C@@](C(OC2)=O)(O)CC)=O